14-((benzyloxy)carbonyl)-3,15-dioxo-1-phenyl-14-undecyl-2,19,22,25,28,31,34,37,40,43,46,49,52-tridecaoxa-16-azapentapentacontan-55-oic acid C(C1=CC=CC=C1)OC(=O)C(CCCCCCCCCCC(OCC1=CC=CC=C1)=O)(C(NCCOCCOCCOCCOCCOCCOCCOCCOCCOCCOCCOCCOCCC(=O)O)=O)CCCCCCCCCCC